C1(=CC=CC=C1)C1=NN(N=C1)C(=O)C(CCC[C@H](N)C(=O)O)N 6-(4-phenyl-2H-1,2,3-triazole-2-carbonyl)-L-lysine